4-phenoxyphenyl-morpholine O(C1=CC=CC=C1)C1=CC=C(C=C1)N1CCOCC1